FC1=CC(=NC=C1C1=CC=2C(=CN=CC2)N1)C=1C=NC(=CC1)NC 4-fluoro-N-methyl-5-(1H-pyrrolo[2,3-c]pyridin-2-yl)-2,3'-bipyridin-6'-amine